N[C@@H]1CN(CC1)C1=C2C(=C(NC2=C(C=C1F)C(=O)N)C)C (S)-4-(3-Aminopyrrolidin-1-yl)-5-fluoro-2,3-dimethyl-1H-indole-7-carboxamide